5-[(4-cyanophenyl)methoxymethyl]-3-methyl-1-phenyl-pyrazole C(#N)C1=CC=C(C=C1)COCC1=CC(=NN1C1=CC=CC=C1)C